C(C)(=O)C=1C(OC2=C(C1N1CCOCC1)C=CC(=C2)NC2=NC=CC(=N2)C2=C(C=CC=C2F)F)=O 3-acetyl-7-{[4-(2,6-difluorophenyl)pyrimidin-2-yl]amino}-4-morpholino-2H-benzopyran-2-one